ClC1(CC1)C1=NN(C=N1)CC(O)CCCC(C)(Cl)Cl (1-chlorocyclopropyl)-α-[2-(2,2-dichloropropyl)ethyl]-1H-1,2,4-triazole-1-ethanol